C(C)(C)(C)OC(=O)N1C[C@@H](CCCC1)NC1=C(C=CC=C1[N+](=O)[O-])OC1CCN(CC1)C(=O)OCC1=CC=CC=C1.OC1=C(C=CC(=C1)O)C=1N=C(SC1)NC(CCCCC(=O)NC=1SC=C(N1)C1=C(C=C(C=C1)O)O)=O N1,N6-bis(4-(2,4-dihydroxyphenyl)thiazol-2-yl)hexanediamide tert-butyl-(R)-3-((2-((1-((benzyloxy)carbonyl)-piperidin-4-yl)oxy)-6-nitrophenyl)amino)azepane-1-carboxylate